4-(methoxymethyl)cyclohexan-1-one Tert-butyl-3-hydroxy-2,2-dimethylpropionate C(C)(C)(C)OC(C(CO)(C)C)=O.COCC1CCC(CC1)=O